C(C(=O)OCC)(=O)O[SeH]=[Se] diselenyl ethyl oxalate